(3R,7R)-5-(3,3-dimethylbutyl)-19-(2,6-dimethylphenyl)-2-oxa-15λ6-thia-5,8,16,18,21-pentaazatetracyclo[15.3.1.110,14.03,7]docosa-1(20),10(22),11,13,17(21),18-hexaene-9,15,15-trione CC(CCN1C[C@H]2OC3=CC(=NC(NS(C4=CC=CC(C(N[C@@H]2C1)=O)=C4)(=O)=O)=N3)C3=C(C=CC=C3C)C)(C)C